Cl.Cl.C(C)OC([C@H](CC(C)C)NC([C@H](CCC1=NC2=C(N1C)C=CC(=C2)N(CCCl)CCCl)NC)=O)=O (2S)-2-[[(2S)-4-[5-[bis(2-chloroethyl)amino]-1-methyl-benzimidazol-2-yl]-2-(methylamino)butanoyl]amino]-4-methyl-pentanoic acid ethyl ester dihydrochloride